BrC1=CC(=C2C(=NC=NC2=C1)NC=1C=C(C=2N(C1)C=C(N2)C)F)F 7-bromo-5-fluoro-N-(8-fluoro-2-methyl-imidazo[1,2-a]pyridin-6-yl)quinazolin-4-amine